tert-butyl (R)-(1-(2-amino-6-(1-methyl-1H-pyrazol-3-yl)pyrimidin-4-yl)pyrrolidin-3-yl)(methyl)carbamate NC1=NC(=CC(=N1)N1C[C@@H](CC1)N(C(OC(C)(C)C)=O)C)C1=NN(C=C1)C